N-((1R)-8,9-difluoro-4-hydroxy-6-oxo-1,2,3,4,5,6-hexahydrophenanthridin-1-yl)-N-methyl-1H-indole-2-carboxamide FC=1C=C2C(NC=3C(CC[C@H](C3C2=CC1F)N(C(=O)C=1NC2=CC=CC=C2C1)C)O)=O